1-methyl-3-hydroxy-4-aminomethylpyridinium chloride [Cl-].C[N+]1=CC(=C(C=C1)CN)O